acryloxyhexyl-difluoromethyl-silane C(C=C)(=O)OCCCCCC[SiH2]C(F)F